3-pyrazol-1-yl-5-(4,4,5,5-tetramethyl-1,3,2-dioxaborolan-2-yl)aniline N1(N=CC=C1)C=1C=C(N)C=C(C1)B1OC(C(O1)(C)C)(C)C